C(C1=CC=CC=C1)OC=1C=C2C=C(NC2=CC1)C(=O)NNCC#C 5-(Benzyloxy)-N'-(prop-2-yn-1-yl)-1H-indole-2-carbohydrazide